C(CC(C)C)(=O)C=1NC=CC1 isovalerylAzole